I.C(C)C1=C(N)C=CC=C1 2-ethyl-aniline hydroiodide